N[C@H](C#N)CC1=C(C=C(C=C1)C=1SC=C(N1)C)F (S)-2-amino-3-(2-fluoro-4-(4-methylthiazol-2-yl)phenyl)propionitrile